(2-(4-chloro-6-(3-(triphenylsilyl)phenyl)-1,3,5-triazin-2-yl)phenyl)-9H-carbazole ClC1=NC(=NC(=N1)C1=CC(=CC=C1)[Si](C1=CC=CC=C1)(C1=CC=CC=C1)C1=CC=CC=C1)C1=C(C=CC=C1)C1=CC=CC=2C3=CC=CC=C3NC12